2-(dodecyl)dimethyl-Aminoacetamide methyl-3-(6-chloro-2-(trifluoromethoxy)pyridin-3-yl)-3-oxopropanoate COC(CC(=O)C=1C(=NC(=CC1)Cl)OC(F)(F)F)=O.C(CCCCCCCCCCC)C(C(=O)N(C)C)N